O=C1NC(CCC1NC1=CC(=C(C=C1)N1CCN(CC1)CCC(=O)O)F)=O 3-(4-{4-[(2,6-dioxopiperidin-3-yl)amino]-2-fluorophenyl}piperazin-1-yl)propanoic acid